2-bromo-4,6-dimethylpyridin-3-ol BrC1=NC(=CC(=C1O)C)C